[Si](C)(C)(C(C)(C)C)O[C@@H]1CC[C@@H](CC12CCCCC2)C2=NN(C=C2CN(CCN(C(OC(C)(C)C)=O)C)C)[C@@H]2OCCCC2 |&1:38| racemic-tert-butyl N-{2-[({3-[(2S,5R)-5-[(tert-butyldimethylsilyl)oxy]spiro[5.5]undecan-2-yl]-1-(oxan-2-yl)-1H-pyrazol-4-yl}methyl)(methyl)amino]ethyl}-N-methylcarbamate